FC1=CC(=CC=2N(C(=NC21)C2=CC=C(C=C2)S(=O)(=O)C)C)C2CCN(CC2)C2CC1CCC(C2)N1CC(C)C 4-fluoro-6-(1-(8-isobutyl-8-azabicyclo[3.2.1]octan-3-yl)piperidin-4-yl)-1-methyl-2-(4-(methylsulfonyl)phenyl)-1H-benzo[d]imidazole